[2-[6-[6-(2-tert-butoxycarbonyl-2,6-diazaspiro[3.3]heptan-6-yl)-3-pyridinyl]-4-fluoro-1-oxo-isoindolin-2-yl]-2-(6,7-dihydro-5H-pyrrolo[1,2-c]imidazol-1-yl)acetyl]oxylithium C(C)(C)(C)OC(=O)N1CC2(C1)CN(C2)C2=CC=C(C=N2)C2=CC(=C1CN(C(C1=C2)=O)C(C(=O)O[Li])C2=C1N(C=N2)CCC1)F